8-[(1R)-1-[2-[4-[tert-butyl(dimethyl)silyl]oxy-1-piperidyl]-5-fluoro-anilino]ethyl]-3,6-dimethyl-2-tetrahydropyran-4-yl-quinazolin-4-one [Si](C)(C)(C(C)(C)C)OC1CCN(CC1)C1=C(N[C@H](C)C=2C=C(C=C3C(N(C(=NC23)C2CCOCC2)C)=O)C)C=C(C=C1)F